[(8S,11R,13S,14S,17R)-17-acetyl-11-[4-(dimethylamino)phenyl]-13-methyl-3-oxo-1,2,6,7,8,11,12,14,15,16-decahydrocyclopenta[a]phenanthren-17-yl] acetate C(C)(=O)O[C@@]1(CC[C@H]2[C@@H]3CCC4=CC(CCC4=C3[C@H](C[C@]12C)C1=CC=C(C=C1)N(C)C)=O)C(C)=O